(±)-Tert-butyl (1-(8-fluoro-6-(5-methyl-2-((1-(methylsulfonyl)piperidin-4-yl)amino)pyrimidin-4-yl)quinolin-4-yl)ethyl)carbamate FC=1C=C(C=C2C(=CC=NC12)[C@@H](C)NC(OC(C)(C)C)=O)C1=NC(=NC=C1C)NC1CCN(CC1)S(=O)(=O)C |r|